CC1=C(C(=CC=C1OC)C)B(O)O 2,6-dimethyl-3-methoxyphenylboronic acid